aluminum lactate salt C(C(O)C)(=O)[O-].[Al+3].C(C(O)C)(=O)[O-].C(C(O)C)(=O)[O-]